NN1N=CN=C1 2-Amino-[1,2,4]triazol